tris(n-propyl)-2-hydroxypropane-1,2,3-tricarboxylate (tri-n-propyl citrate) C(CC)C(C(C(C(=O)O)(CCC)CCC)(O)C(=O)O)C(=O)O.C(CC)OC(=O)CC(CC(=O)OCCC)(C(=O)OCCC)O